N12C=CCCCC2NCCC1 1,8-diaza-bicyclo(5.4.0)undecene